C(C)(C)(C)OC(=O)N1C2CC(CC1CC2)C2=CC=CC=1N(C(N(C12)C)=O)C1C(N(C(CC1)=O)CC1=CC=C(C=C1)OC)=O Tert-butyl-3-[1-[1-[(4-methoxyphenyl)methyl]-2,6-dioxo-3-piperidyl]-3-methyl-2-oxo-benzimidazol-4-yl]-8-azabicyclo[3.2.1]octane-8-carboxylate